FC1=NC(=CC=C1N1CCN(CC1)CC=1C(=C2NC(C=3N(C2=CC1)N=CC3F)=O)F)C(NC)=O 7-((4-(2-fluoro-6-(methylcarbamoyl)pyridin-3-yl)piperazin-1-yl)methyl)-3,6-difluoropyrazolo[1,5-a]quinoxalin-4(5H)-one